N-(2-([1,4'-bipiperidin]-1'-yl)-5-(3'-methyl-2'-oxo-2',3'-dihydrospiro[cyclobutane-1,1'-pyrrolo[2,3-c]quinolin]-8'-yl)pyridin-3-yl)benzenesulfonamide hydrochloride Cl.N1(CCCCC1)C1CCN(CC1)C1=NC=C(C=C1NS(=O)(=O)C1=CC=CC=C1)C1=CC=2C3=C(C=NC2C=C1)N(C(C31CCC1)=O)C